FC(C(C(C(C(C(F)(F)F)(F)F)(F)F)(F)F)(F)F)(CC[Si](Cl)(Cl)Cl)F (2-(perfluorohexyl)ethyl)trichlorosilane